tert-Butyl (1r,3s,5s)-3-(methyl(5-(4-(1-(tetrahydro-2H-pyran-2-yl)-1H-pyrazol-4-yl)-1H-imidazol-1-yl)thiazolo[5,4-d]thiazol-2-yl)amino)-8-azabicyclo[3.2.1]octane-8-carboxylate CN(C1C[C@H]2CC[C@@H](C1)N2C(=O)OC(C)(C)C)C=2SC=1N=C(SC1N2)N2C=NC(=C2)C=2C=NN(C2)C2OCCCC2